methyl 8-(2-(pyridin-4-yl)pyrido[3,4-d]pyrimidin-4-yl)-2,8-diazaspiro[4.5]decane-3-carboxylate N1=CC=C(C=C1)C=1N=C(C2=C(N1)C=NC=C2)N2CCC1(CC(NC1)C(=O)OC)CC2